C(C)(=O)O.FC=1C=C(C=C2C(NC(=NC12)C1CCNCC1)=O)C1=CC(=C(C=C1)OC)F 8-fluoro-6-(3-fluoro-4-methoxyphenyl)-2-(piperidin-4-yl)quinazolin-4(3H)-one acetate